C(CC)(=O)OC[C@H]1O[C@]([C@@H]([C@@H]1O)O)(C1=CC=C2C(=NC=NN21)NC(=O)OCCCCC)C#N ((2R,3S,4R,5R)-5-cyano-3,4-dihydroxy-5-(4-(((pentyloxy)carbonyl)amino)pyrrolo[2,1-f][1,2,4]triazin-7-yl)tetrahydrofuran-2-yl)methyl propionate